C(C)(C)(C)OC(=O)N(C(OC(C)(C)C)=O)C1=NC=CC=C1C#CC1=NC=CC2=CN=C(C=C12)NC1=CC=C(C=C1)S(=O)(=NC(=O)OC(C)(C)C)C tert-butyl (tert-butoxycarbonyl)(3-((7-((4-(N-(tert-butoxycarbonyl)-S-methylsulfonimidoyl)phenyl)amino)-2,6-naphthyridin-1-yl)ethynyl)pyridin-2-yl)carbamate